C1(CC1)C=1N=NN(C1)[C@H](C(=O)N1[C@@H](C[C@H](C1)O)C(=O)N[C@H]1CCOC2=C(C=C(C=C12)C)C)C(C)(C)C (2S,4R)-1-[(2S)-2-(4-cyclopropyltriazol-1-yl)-3,3-dimethyl-butanoyl]-N-[(4S)-6,8-dimethylchroman-4-yl]-4-hydroxy-pyrrolidine-2-carboxamide